1-(3-((4-((3',4'-difluoro-4-methoxy-[1,1'-biphenyl]-3-yl)amino)-7-methoxyquinazoline-6-yl)oxy)azetidin-1-yl)prop-2-en-1-one FC=1C=C(C=CC1F)C1=CC(=C(C=C1)OC)NC1=NC=NC2=CC(=C(C=C12)OC1CN(C1)C(C=C)=O)OC